BrC=1C=CC=2N(C1)C=NC2N=C(C2=CC=CC=C2)C2=CC=CC=C2 N-[6-bromoimidazo[1,5-a]pyridin-1-yl]-1,1-diphenylmethanimine